BrC=1C=CC2=C(C(=N[C@H](C=3N2C(=NN3)SC3CCN(CC3)C)CCC(=O)OC)C3=C(C=CC=C3)F)C1 methyl (S)-3-(8-bromo-6-(2-fluorophenyl)-1-((1-methylpiperidin-4-yl)thio)-4H-benzo[f][1,2,4]triazolo[4,3-a][1,4]diazepin-4-yl)propionate